N1=C(SC2=C1C1=C(C=C2)CCO1)N1C(N[C@H]([C@H]1CO)C)=O (4S,5S)-1-(6,7-dihydrofuro[2,3-e][1,3]benzothiazol-2-yl)-5-(hydroxymethyl)-4-methylimidazolidin-2-one